N-(2-chloro-3-(3'-chloro-6-methoxy-5-(((((S)-5-oxopyrrolidin-2-yl)methyl)amino)methyl)-[2,4'-bipyridin]-2'-yl)phenyl)-4-(((S)-3-hydroxypyrrolidin-1-yl)methyl)-5-methoxypicolinamide ClC1=C(C=CC=C1C1=NC=CC(=C1Cl)C1=NC(=C(C=C1)CNC[C@H]1NC(CC1)=O)OC)NC(C1=NC=C(C(=C1)CN1C[C@H](CC1)O)OC)=O